(4-methionyl)anilino-4-aminopyrimidine N[C@@H](CCSC)C(=O)C1=CC=C(NC2=NC=CC(=N2)N)C=C1